1-cyclopropyl-1-phenyl-1,3-butadiene C1(CC1)C(=CC=C)C1=CC=CC=C1